2-iodo-1,4-benzoquinone IC=1C(C=CC(C1)=O)=O